bis-(4-acetylphenyl)platinum C(C)(=O)C1=CC=C(C=C1)[Pt]C1=CC=C(C=C1)C(C)=O